4-(2-fluoro-4-iodo-5-methoxyphenyl)piperazine-1-carboxylic acid tert-butyl ester C(C)(C)(C)OC(=O)N1CCN(CC1)C1=C(C=C(C(=C1)OC)I)F